C[Si](CC)(CC)C Dimethyl-diethyl-silane